C1(=CC=CC=C1)C=CC=O 3-phenylacrolein